C(CCCC)C(C(=O)O)=C.C(C=C)(=O)OCCCCC pentyl acrylate (PENTYL ACRYLATE)